BrC=1C=CC=C2C=C(C=C(C12)C1CC=2N=C(N=C(C2CO1)N1CC(N(CC1)C(=O)[O-])CC#N)S(=O)(=O)C)OCOC 4-(7-(8-bromo-3-(methoxymethoxy)naphthalen-1-yl)-2-(methylsulfonyl)-7,8-dihydro-5H-pyrano[4,3-d]pyrimidin-4-yl)-2-(cyanomethyl)piperazine-1-carboxylate